OC1=CC=C(C=C1)C1=NN2C(=NC=C(C2=N1)C)Cl 2-(4-Hydroxyphenyl)-5-chloro-8-methyl[1,2,4]triazolo[1,5-c]pyrimidine